4-[8-(2-chlorophenyl)-9-(4-chlorophenyl)-6-[4-(trifluoromethyl)-1-piperidinyl]purin-2-yl]thiomorpholine ClC1=C(C=CC=C1)C=1N(C2=NC(=NC(=C2N1)N1CCC(CC1)C(F)(F)F)N1CCSCC1)C1=CC=C(C=C1)Cl